tert-butyl (2R,3S,4S)-4-[(tert-butoxycarbonyl)oxy]-3-hydroxy-2-[(4-methoxyphenyl)methyl]pyrrolidine-1-carboxylate C(C)(C)(C)OC(=O)O[C@@H]1[C@H]([C@H](N(C1)C(=O)OC(C)(C)C)CC1=CC=C(C=C1)OC)O